C1(=CC=C(C=C1)NC1=CC=C(C=C1)C1=CC=C(C=C1)C1=CC(=CC2=CC=CC=C12)C1=CC=CC=C1)C1=CC=CC=C1 biphenyl-4-yl-{4'-(3-phenylnaphthalen-1-yl)-biphenyl-4-yl}-amine